C(C)C(C=CC(=O)O)C(=O)O 4-ethyl-2-pentenedioic acid